C(O)(=O)OC(CNC1=CC=C(C=C1)OCCN1CCOCC1)(C)C 4-(2-morpholinoethoxy)anilino-tert-butanol carbonate